C1(=CC=CC=C1)C(N1N=C(N=N1)C1=C(C=CC=C1)B(O)O)(C1=CC=CC=C1)C1=CC=CC=C1 [2-[2-(TRIPHENYLMETHYL)-2H-TETRAZOL-5-YL]PHENYL]BORONIC ACID